1-((3R,4S)-4-(3-((4-amino-7-methyl-5-(4-(6-methylpyridin-2-yloxy)phenyl)-7H-pyrrolo[2,3-d]pyrimidin-6-yl)ethynyl)azetidin-1-yl)-3-fluoropiperidin-1-yl)prop-2-en-1-one NC=1C2=C(N=CN1)N(C(=C2C2=CC=C(C=C2)OC2=NC(=CC=C2)C)C#CC2CN(C2)[C@@H]2[C@@H](CN(CC2)C(C=C)=O)F)C